((2,5-diethyl-1H-pyrrol-1-yl)methyl)-2,9-diethyl-1,2,3,9-tetrahydro-4H-carbazol-4-one C(C)C=1N(C(=CC1)CC)CC1C(CC(C=2C3=CC=CC=C3N(C12)CC)=O)CC